(S)-N-(1-(2-chlorophenyl)-2-oxocyclohexyl)-4-(dimethylamino)-N-methylbutyramide ClC1=C(C=CC=C1)[C@@]1(C(CCCC1)=O)N(C(CCCN(C)C)=O)C